1-Piperazinecarboxylic acid, ethyl ester N1(CCNCC1)C(=O)OCC